[(10S)-4-(3,5-difluoro-2-hydroxyphenyl)-1,5,6,8,12-pentazatricyclo[8.4.0.02,7]tetradeca-2(7),3,5-trien-12-yl]-[(2R,6S)-2,6-dimethylpiperazin-1-yl]methanone FC=1C(=C(C=C(C1)F)C1=CC=2N3CCN(C[C@@H]3CNC2N=N1)C(=O)N1[C@@H](CNC[C@@H]1C)C)O